ClC=1C(=C(C=CC1F)[C@H](C[C@@H]1CC[C@H](CC1)C(F)(F)F)NC(=O)[C@H]1NC(NC1)=O)F (S)-N-((S)-1-(3-chloro-2,4-difluorophenyl)-2-((trans)-4-(trifluoromethyl)cyclohexyl)ethyl)-2-oxoimidazolidine-4-carboxamide